6-pyridazin-4-ylpyridin N1=NC=C(C=C1)C1=CC=CC=N1